OC[C@@H](C)NC(=O)C1=NC(=C(C=C1)OC1=CC=C(C=C1)C(F)(F)F)N1[C@@H](CC1)C N-[(2R)-1-Hydroxypropan-2-yl]-6-[(2R)-2-methylazetidin-1-yl]-5-[4-(trifluoromethyl)phenoxy]pyridine-2-carboxamide